2-cyanoethylmethyldifluorosilane C(#N)CC[Si](F)(F)C